(S)-tert-butyloxycarbonyl-3-hydroxypiperidine C(C)(C)(C)OC(=O)N1C[C@H](CCC1)O